IC=1C=C(C=CC1)C=1SC2=C(N=CN=C2SC)N1 2-(3-iodophenyl)-7-(methylthio)thiazolo[4,5-d]pyrimidine